ClC=1C=C(C=CC1F)N(C(=O)C1=CC(=NN1C1=NC(=CC(=C1C#N)C(F)(F)F)C(F)(F)F)C)C N-(3-chloro-4-fluorophenyl)-1-(3-cyano-4,6-bis(trifluoromethyl)pyridin-2-yl)-N,3-dimethyl-1H-pyrazole-5-carboxamide